2-(2-hydroxy-3,5-bis(4-pyridin-3-ylphenyl)phenyl)benzoxazole ethyl-(S)-3-(8-bromo-1-methyl-6-(pyridin-2-yl)-4H-benzo[f]imidazo[1,2-a][1,4]diazepin-4-yl)propanoate hydrochloride Cl.C(C)OC(CC[C@H]1C=2N(C3=C(C(=N1)C1=NC=CC=C1)C=C(C=C3)Br)C(=CN2)C)=O.OC2=C(C=C(C=C2C2=CC=C(C=C2)C=2C=NC=CC2)C2=CC=C(C=C2)C=2C=NC=CC2)C=2OC3=C(N2)C=CC=C3